(R)-5-(4-(2-bromothiazole-5-carbonyl)morpholin-2-yl)-4-methylisobenzofuran-1(3H)-one BrC=1SC(=CN1)C(=O)N1C[C@H](OCC1)C=1C(=C2COC(C2=CC1)=O)C